CN1CC(CC1)C(=O)NC1=CC(=C(C(=C1)F)F)F methyl-N-(3,4,5-trifluorophenyl)pyrrolidine-3-carboxamide